pyrrolo[2,1-f][1,2,4]triazin N=1N2C(C=NC1)=CC=C2